tert-Butyl 4-[[4-(2,6-dioxo-3-piperidyl)anilino]methyl]piperidine-1-carboxylate O=C1NC(CCC1C1=CC=C(NCC2CCN(CC2)C(=O)OC(C)(C)C)C=C1)=O